7-(S-trityl)mercaptoheptanenitrile C(C1=CC=CC=C1)(C1=CC=CC=C1)(C1=CC=CC=C1)SCCCCCCC#N